C(C)OC(\C(=N/O)\C#N)=O Ethyl-(2Z)-2-cyano-2-hydroxyiminoacetate